(E)-Ethyl 3-(4-((E)-2-(2,4-dichlorophenyl)-1-(1-(tetrahydro-2H-pyran-2-yl)-1H-indazol-5-yl)but-1-en-1-yl)phenyl)acrylate ClC1=C(C=CC(=C1)Cl)/C(=C(/C=1C=C2C=NN(C2=CC1)C1OCCCC1)\C1=CC=C(C=C1)/C=C/C(=O)OCC)/CC